6,6'-methylenebis[4-[(4-hydroxy-3,5-dimethylphenyl)methyl]-1,2,3-benzenetriol] C(C1=CC(=C(C(=C1O)O)O)CC1=CC(=C(C(=C1)C)O)C)C1=CC(=C(C(=C1O)O)O)CC1=CC(=C(C(=C1)C)O)C